N-[5-(6-chloro-2,2-difluorobenzo[d]1,3-dioxolen-5-yl)pyrazin-2-yl](2-fluoro-6-methylphenyl)carboxamide ClC=1C(=CC2=C(OC(O2)(F)F)C1)C=1N=CC(=NC1)NC(=O)C1=C(C=CC=C1C)F